N[C@H](C(=O)O)CC1=CNC2=CC=CC(=C12)Cl (S)-2-amino-3-(4-chloro-1H-indol-3-yl)propanoic acid